2-(3,3-bis(tert-butoxycarbonyl)-7,8-dimethoxy-1,2,3,4-tetrahydronaphthalen-1-yl)acetic acid C(C)(C)(C)OC(=O)C1(CC(C2=C(C(=CC=C2C1)OC)OC)CC(=O)O)C(=O)OC(C)(C)C